Cl.FC=1C=C(C=CC1)[C@H](C)NC(=O)C1(CCOCC1)N1C[C@@H](CC1)OC1=CC(=CC=C1)C(F)(F)F N-((S)-1-(3-Fluorophenyl)ethyl)-4-((R)-3-(3-(trifluoromethyl)phenoxy)pyrrolidin-1-yl)tetrahydro-2H-pyran-4-carboxamide, hydrochloride